COCC(C)(C)NC=1C2=C(N=C(N1)NC1=CC=C(C3=C1OCCO3)C(=O)N3CCOCC3)NC=C2C(F)(F)F (8-((4-((1-methoxy-2-methylpropan-2-yl)amino)-5-(trifluoromethyl)-7H-pyrrolo[2,3-d]pyrimidin-2-yl)amino)-2,3-dihydrobenzo[b][1,4]dioxin-5-yl)(morpholino)methanone